ethyl [(3-(2-chloro-4-fluoro-5-[3-methyl-4-(trifluoromethyl)-2,6-dioxo-1,2,3,6-tetrahydropyrimidine-1-yl]phenoxy)pyridin-2-yl)oxy]acetate ClC1=C(OC=2C(=NC=CC2)OCC(=O)OCC)C=C(C(=C1)F)N1C(N(C(=CC1=O)C(F)(F)F)C)=O